4-[4-({8-[(3-chloropropanoyl)oxy]octyl}-oxy)phenyl]cyclohexane-1-carboxylic acid ClCCC(=O)OCCCCCCCCOC1=CC=C(C=C1)C1CCC(CC1)C(=O)O